(2,3-dihydro-1H-inden-4-yl)-3-(4-(4-ethylpiperazin-1-yl)phenyl)-6-methoxy-1H-pyrazolo[4,3-b]pyridine C1CCC2=C(C=CC=C12)N1N=C(C2=NC=C(C=C21)OC)C2=CC=C(C=C2)N2CCN(CC2)CC